((S)-4-(tert-butoxycarbonyl)-3-(cyanomethyl)piperazin-1-yl)-3-cyano-2-(((S)-1-methylpyrrolidin-2-yl)methoxy)-5,8-dihydro-1,7-naphthyridine-7(6H)-carboxylic acid benzyl ester C(C1=CC=CC=C1)OC(=O)N1CCC=2C(=C(C(=NC2C1)OC[C@H]1N(CCC1)C)C#N)N1C[C@@H](N(CC1)C(=O)OC(C)(C)C)CC#N